F[C@@H]1CN(CC[C@@H]1N)C (3R,4S)-3-fluoro-1-methylpiperidin-4-amine